ClCCN1CC2N(C(C1)C2)C(=O)[O-] 3-(2-chloroethyl)-3,6-diazabicyclo[3.1.1]Heptane-6-carboxylate